CN1N=CC(=C1)C1(CN(CC1=O)C(=O)OC(C)(C)C)C(F)(F)F tert-butyl 3-(1-methyl-1H-pyrazol-4-yl)-4-oxo-3-(trifluoromethyl)pyrrolidine-1-carboxylate